tert-butyl 7-[4-(4,4,5,5-tetramethyl-1,3,2-dioxaborolan-2-yl) phenyl]-2,7-diazaspiro[3.5]nonane-carboxylate CC1(OB(OC1(C)C)C1=CC=C(C=C1)N1CCC2(CNC2C(=O)OC(C)(C)C)CC1)C